di-tert-butyl 3-chloro-10-(methyl-d3)-8-oxo-10,11-dihydro-8H-[1,4]diazepino[5',6':4,5]thieno[3,2-f]quinoline-9,12-dicarboxylate ClC1=NC=2C=CC3=C(C2C=C1)C1=C(S3)C(N(C(CN1C(=O)OC(C)(C)C)C([2H])([2H])[2H])C(=O)OC(C)(C)C)=O